5-bromo-2-chloro-6-methylpyrimidin-4(3H)-one BrC=1C(NC(=NC1C)Cl)=O